4-amino-1H-pyrazolo[3,4-d]pyrimidin-1-yl-3-hydroxytetrahydrofuran NC1=C2C(=NC=N1)N(N=C2)C2OCCC2O